C(C)OC1=CC(N(C=C1C=1C=NN2C1CN(CC2)S(=O)(=O)C)C)=O 4-Ethoxy-5-(5-methanesulfonyl-4,5,6,7-tetrahydro-pyrazolo[1,5-a]pyrazin-3-yl)-1-methyl-1H-pyridin-2-one